5-(3-(6-(2-(pyridin-2-yl)acetamido)pyridazin-3-yl)pyrrolidin-1-yl)-N-((4-(trifluoromethyl)pyridin-2-yl)methyl)-1,3,4-thiadiazole-2-carboxamide N1=C(C=CC=C1)CC(=O)NC1=CC=C(N=N1)C1CN(CC1)C1=NN=C(S1)C(=O)NCC1=NC=CC(=C1)C(F)(F)F